[I-].C(C)N1C=[N+](C2=C1C=CC=C2)CC 1,3-diethyl-1H-1,3-benzodiazol-3-ium iodide